6-[3,5-Dimethyl-1-[1-(oxetan-3-yl)-4-piperidinyl]pyrazol-4-yl]-4-[1-[5-(trifluoromethyl)-3-pyridinyl]ethoxy]pyrazolo[1,5-a]pyridine-3-carbonitrile CC1=NN(C(=C1C=1C=C(C=2N(C1)N=CC2C#N)OC(C)C=2C=NC=C(C2)C(F)(F)F)C)C2CCN(CC2)C2COC2